N-(4-(7-((1,1-difluoropropan-2-yl)oxy)-2-(methylsulfonyl)pyrido[2,3-d]pyrimidin-6-yl)-2,3-difluorophenyl)-1-phenylmethanesulfonamide FC(C(C)OC=1C(=CC2=C(N=C(N=C2)S(=O)(=O)C)N1)C1=C(C(=C(C=C1)NS(=O)(=O)CC1=CC=CC=C1)F)F)F